C1(=CC=CC=C1)B1OC(C)(C)C(C)(C)O1 Phenyl-boronic acid pinacol ester